(R)-methyl 1-(3-((tert-butoxycarbonyl)amino)-3-(6-(pyridazin-4-yl)pyridin-3-yl)propyl)piperidine-4-carboxylate C(C)(C)(C)OC(=O)N[C@H](CCN1CCC(CC1)C(=O)OC)C=1C=NC(=CC1)C1=CN=NC=C1